CC=1OC=C(N1)C1(NC(NC1=O)=O)CCC(=O)O 3-(4-(2-Methyloxazol-4-yl)-2,5-dioxoimidazolidin-4-yl)propionic acid